C(C)C=1C=CC=C2C=CC=C(C12)N1CC=2N=C(N=C(C2CC1)N1CC(CCC1)S(=O)(=O)NC)OCC12CCCN2CCC1 1-(7-(8-ethylnaphthalen-1-yl)-2-((tetrahydro-1H-pyrrolizin-7a(5H)-yl)methoxy)-5,6,7,8-tetrahydropyrido[3,4-d]pyrimidin-4-yl)-N-methylpiperidine-3-sulfonamide